C(C)(C)(C)OC(=O)N([C@@H](CC1=CNC=N1)C(=O)O)C(=O)OC(C)(C)C N,N-di-tert-butyloxycarbonyl-L-histidine